CC1N(C(CNC1)C)C1=C2C(N(C(C2=C(C=C1)F)=O)C1C(NC(CC1)=O)=O)=O 4-(2,6-dimethylpiperazin-1-yl)-2-(2,6-dioxopiperidin-3-yl)-7-fluoroisoindoline-1,3-dione